1-[1-(N,N-diethylaminocarbonyl)-1-methylethyl]-4-[(4-methoxyphenyl)thiomethyl]-1H-1,2,3-triazole C(C)N(C(=O)C(C)(C)N1N=NC(=C1)CSC1=CC=C(C=C1)OC)CC